(5S)-3-(5-amino-2-chloro-4-fluoro-phenyl)-5-methyl-4H-isoxazole-5-carboxylic acid ethyl ester C(C)OC(=O)[C@@]1(CC(=NO1)C1=C(C=C(C(=C1)N)F)Cl)C